(2S,3R,4R,5R)-4-[[3-(3-chloro-4-fluoro-2-methoxy-phenyl)-5-methyl-5-(trifluoromethyl)tetrahydrofuran-2-carbonyl]amino]-N-methyl-pyridine-2-carboxamide ClC=1C(=C(C=CC1F)[C@@H]1[C@H](O[C@](C1)(C(F)(F)F)C)C(=O)NC1=CC(=NC=C1)C(=O)NC)OC